C(#C)C=1C=C(C=O)C=CC1 3-ethynyl-Benzaldehyde